5-cyclopropyl-2,3-dihydro-1H-inden-4-amine C1(CC1)C1=C(C=2CCCC2C=C1)N